O1CCC1.[I] iodine Oxetane